(3R)-2'-[6-amino-5-(trifluoromethyl)pyridin-3-yl]-N-[1-(2-chloro-3-fluoropyridin-4-yl)ethyl]-5',6'-dihydro-1H-spiro[pyrrolidine-3,4'-pyrrolo[1,2-b]pyrazole]-1-carboxamide NC1=C(C=C(C=N1)C=1C=C2N(N1)CC[C@]21CN(CC1)C(=O)NC(C)C1=C(C(=NC=C1)Cl)F)C(F)(F)F